t-butyl [(4R,6R)-6-(2-aminoethyl)-2,2-dimethyl-1,3-dioxan-4-yl]acetate NCC[C@@H]1C[C@@H](OC(O1)(C)C)CC(=O)OC(C)(C)C